[Cd].C(CCCCCCC\C=C/CCCCCCCC)N oleylamine cadmium